FC1CC2(CC(CN2C1)=C)C(=O)OC methyl 2-fluoro-6-methylenetetrahydro-1H-pyrrolizin-7a(5H)-carboxylate